NC(N)=NCCCC(C(=O)O)N(C)C 5-(diaminomethyleneamino)-2-(dimethylamino)pentanoic acid